C(C)SC=1C(=C(C2=C(N(CCCC2)CC2=CC=C(C=C2)F)C1)C)NC(CC(C)(C)C)=O N-(8-(ethylsulfanyl)-1-(4-fluorobenzyl)-6-methyl-2,3,4,5-tetrahydro-1H-benzo[b]azepin-7-yl)-3,3-dimethylbutyramide